butyl acetate (sec-butyl acetate) C(C)(CC)CC(=O)O.C(C)(=O)OCCCC